BrC1=C(C=C(C=C1)[N+](=O)[O-])C(F)F 1-bromo-2-difluoromethyl-4-nitrobenzene